N,N-dibutylacetoacetamide C(CCC)N(C(CC(=O)C)=O)CCCC